BrC=1C(=NC=C(C1)Cl)Cl 3-bromo-2,5-dichloropyridine